3-CYCLOPENTYL-3-[4-[7-(2-TRIMETHYLSILYL-ETHOXYMETHYL)PYRROLO[2,3-D]PYRIMIDIN-4-YL]PYRAZOL-1-YL]PROPANENITRILE C1(CCCC1)C(CC#N)N1N=CC(=C1)C=1C2=C(N=CN1)N(C=C2)COCC[Si](C)(C)C